CC1CC(C(CC1)CC1CCCCC1)CC1CCCCC1 (4-methylcyclohexane-1,2-diyl)bis(methylene)dicyclohexane